3-chloro-N-[5-(5-chloro-1H-benzimidazol-2-yl)-1H-pyrazol-3-yl]-4-(2-hydroxyethoxy)benzamide ClC=1C=C(C(=O)NC2=NNC(=C2)C2=NC3=C(N2)C=CC(=C3)Cl)C=CC1OCCO